4-(diphenoxyphosphorylmethylsulfonyl)tetrahydropyran O(C1=CC=CC=C1)P(=O)(OC1=CC=CC=C1)CS(=O)(=O)C1CCOCC1